CS(=O)(=O)O.FC(C(C)(C)C1=NNC(=N1)CN)(F)F (3-(1,1,1-trifluoro-2-methylpropan-2-yl)-1H-1,2,4-triazol-5-yl)methanamine methyl-sulphonic acid salt